phenyl ((S)-1-((2S,4R)-2-((4-ethynyl-2-(3-methoxypropoxy)benzyl)carbamoyl)-4-hydroxypyrrolidin-1-yl)-3,3-dimethyl-1-oxobutan-2-yl)carbamate C(#C)C1=CC(=C(CNC(=O)[C@H]2N(C[C@@H](C2)O)C([C@H](C(C)(C)C)NC(OC2=CC=CC=C2)=O)=O)C=C1)OCCCOC